FC=1C(=C(C=CC1F)[C@H]1[C@@H](O[C@@]([C@H]1C)(C(F)(F)F)C)C(=O)NC1=CC(=NC=N1)C(=O)N)OC 6-[[(2R,3S,4S,5S)-3-(3,4-Difluoro-2-methoxy-phenyl)-4,5-dimethyl-5-(trifluoromethyl)tetrahydrofuran-2-carbonyl]amino]pyrimidin-4-carboxamid